N-(4-(4-(2-(4,4-difluoropiperidin-1-yl)-6-(2-hydroxypropan-2-yl)pyrimidin-4-yl)-1H-1,2,3-Triazol-1-yl)-3-(6-azaspiro[2.5]octane-6-yl)phenyl)-2-hydroxyethanesulfonamide FC1(CCN(CC1)C1=NC(=CC(=N1)C=1N=NN(C1)C1=C(C=C(C=C1)NS(=O)(=O)CCO)N1CCC2(CC2)CC1)C(C)(C)O)F